C1(=CC=CC=C1)C1=NC(=CC(=N1)C=1C(=C(C=C(C1N1C2=CC=CC=C2C=2C=C(C=CC12)C)C1=NC(=NC(=C1)C1=CC=CC=C1)C1=CC=CC=C1)N1C2=CC=CC=C2C=2C=C(C=CC12)C)N1C2=CC=CC=C2C=2C=C(C=CC12)C1=NC(=CC=C1)C1=CC=CC=C1)C1=CC=CC=C1 9,9'-(3,5-bis(2,6-diphenylpyrimidin-4-yl)-2-(3-(6-phenylpyridin-2-yl)-9H-carbazol-9-yl)-1,4-phenylene)bis(3-methyl-9H-carbazole)